NC1=C2N(C(N(C2=NC=N1)[C@H]1C(CN(CC1)C1CCN(CC1)C1CN(C1)C=1C=CC(=NC1)C(=O)N[C@H]1C(NC(CC1)=O)=O)(F)F)=O)C1=CC=C(C=C1)OC1=CC=CC=C1 5-{3-[(4R)-4-[6-amino-8-oxo-7-(4-phenoxyphenyl)purin-9-yl]-3,3-difluoro-[1,4'-bipiperidin]-1'-yl]azetidin-1-yl}-N-[(3R)-2,6-dioxopiperidin-3-yl]pyridine-2-carboxamide